Beta-D-Glucopyranuronic acid O[C@H]1[C@H](O)[C@@H](O)[C@H](O)[C@H](O1)C(=O)O